tert-butyl (1S,5S)-4-(hydroxymethyl)-4-methyl-2,6-diazabicyclo[3.2.0]Heptane-2-carboxylate OCC1(CN([C@H]2CN[C@@H]12)C(=O)OC(C)(C)C)C